(R)-3-(3-(2-((6-(3-((3-ethoxypyridin-2-yl)oxy)piperidin-1-yl)pyrazin-2-yl)amino)-6-(trifluoromethyl)pyrimidin-4-yl)phenyl)-2,2-dimethylpropanoic acid C(C)OC=1C(=NC=CC1)O[C@H]1CN(CCC1)C1=CN=CC(=N1)NC1=NC(=CC(=N1)C=1C=C(C=CC1)CC(C(=O)O)(C)C)C(F)(F)F